C1(CC1)C(=O)NC1=NC=C(C(=O)NC)C(=C1)NC1=C(C(=CC=C1)C1=NOC(=N1)C)OC 6-(cyclopropanecarboxamido)-4-((2-methoxy-3-(5-methyl-1,2,4-oxadiazol-3-yl)phenyl)amino)-N-methylnicotinamide